3,4,4-trifluorobut-3-en-1-yl 2-(5-methyl-3-(trifluoromethyl)-1H-pyrazol-1-yl)propanoate CC1=CC(=NN1C(C(=O)OCCC(=C(F)F)F)C)C(F)(F)F